[8-{4-(trifluoromethyl)phenoxy}quinolin-5-yl]methylamine FC(C1=CC=C(OC=2C=CC(=C3C=CC=NC23)CN)C=C1)(F)F